ClC=1C2=C(N=C(N1)C1=NC(=CC=C1)C)N=CS2 7-chloro-5-(6-methylpyridin-2-yl)thiazolo[4,5-d]pyrimidine